O1CC=CC=C1 (E)-pyran